N-(3-(naphthalen-2-yl)phenyl)-[1,1'-biphenyl]-4-amine C1=C(C=CC2=CC=CC=C12)C=1C=C(C=CC1)NC1=CC=C(C=C1)C1=CC=CC=C1